(2R,3R)-3-((1-(4-iodophenyl)-1H-1,2,3-triazole-4-yl)-methoxyl)-2-(2,4-difluorophenyl)-1-(1H-1,2,4-triazole-1-yl)butane-2-ol IC1=CC=C(C=C1)N1N=NC(=C1)CO[C@@H]([C@@](CN1N=CN=C1)(O)C1=C(C=C(C=C1)F)F)C